(R)-3-aminomethyltetrahydropyran hydrochloride Cl.NC[C@@H]1COCCC1